[N+](=O)([O-])C=1C=NC=2C3CCC(C2C1)C3 3-nitro-5,6,7,8-tetrahydro-5,8-methanoquinoline